3,3'-((((3-(2-carboxy-2-(pyrrolidin-3-yl)ethyl)benzyl)azanediyl)bis(methylene))bis(benzofuran-3,5-diyl))bis(2-(pyrrolidin-3-yl)propanoic acid) C(=O)(O)C(CC=1C=C(CN(CC2=COC3=C2C=C(C=C3)CC(C(=O)O)C3CNCC3)CC3=COC2=C3C=C(C=C2)CC(C(=O)O)C2CNCC2)C=CC1)C1CNCC1